O=C1NC(CCC1N1C(C2=CC=C(C=C2C1)C1=NC=CC(=C1)CN1CC(C1)CNC(OC(C)(C)C)=O)=O)=O tert-butyl ((1-((2-(2-(2,6-dioxopiperidin-3-yl)-1-oxoisoindolin-5-yl)pyridin-4-yl)methyl)azetidin-3-yl)methyl)carbamate